Lithium-Nickel-Manganese-Oxide [O-2].[Mn+2].[Ni+2].[Li+]